C1(=C2N(C=N1)CCC2)[C@H](C(=O)OCC)N2C(C1=CC(=CC(=C1C2)C(F)(F)F)I)=O |r| Ethyl (2RS)-2-(6,7-dihydro-5H-pyrrolo[1,2-c]imidazol-1-yl)-2-[6-iodo-1-oxo-4-(trifluoromethyl)isoindolin-2-yl]acetate